O=C1NC(CCC1NC(=O)N1CCC2=CC=CC=C12)=O N-(2,6-dioxo-3-piperidyl)indoline-1-carboxamide